ClC1=CC=C2C(=C(N(C2=C1F)C=1C=NN(C1)CCCC(=O)N(C)C)C1CC1)SC=1C(=C(C(=O)O)C=CC1)F 3-(6-chloro-2-cyclopropyl-1-(1-(4-(dimethylamino)-4-oxobutyl)-1H-pyrazol-4-yl)-7-fluoro-1H-indol-3-ylsulfanyl)-2-fluorobenzoic acid